C(C=C)C(CN)(CC=C)CC=C 2,2-diallylpent-4-en-1-amine